(1S,4S,5R)-5-{[1-cyclopropyl-4-(2,6-dichlorophenyl)-1H-pyrazol-5-yl]methoxyl-2-azabicyclo[2.2.1]heptan-2-yl}-4-[(3S)-oxolan-3-yl]-1,3-benzothiazole-6-carboxylic acid C1(CC1)N1N=CC(=C1CO[C@@]12N(C[C@@H](CC1)C2)C=2C(=CC1=C(N=CS1)C2[C@H]2COCC2)C(=O)O)C2=C(C=CC=C2Cl)Cl